C(C)C1=CC=C(C=C1)C(=C)C1=CC=2NC3=CC=CC=C3SC2C=C1 2-(1-(4-ethylphenyl)vinyl)-10H-phenothiazine